ClC1=CC=C(C=C1)C1CCC(CC1)C(=O)O 4-(4-chlorophenyl)-cyclohexane-1-carboxylic acid